CC=1C=C(C=C(C1)C)NC(N(C)C1=CC=2OC(C(=CC2S1)C(=O)O)=O)=O 2-(3-(3,5-dimethylphenyl)-1-methylureido)-5-oxo-5H-thieno[3,2-b]pyran-6-carboxylic acid